C(C)(=O)O[C@](CCC=C(C)C)(C=C)C |r| (+-)-1,5-DIMETHYL-1-VINYL-4-HEXENYL ACETATE